((R)-3-(4-fluorophenyl)pyrrolidin-1-yl)methanon FC1=CC=C(C=C1)[C@@H]1CN(CC1)C=O